C(C)(=O)O.N=1N=CN2C1C=C(C=C2)OC2=C(C=C(C=C2)NC=2C=CN1N=CN=C(C12)C1CC2CCC(C1)N2C(\C=C\CN(C)C)=O)C (E)-1-(3-(5-((4-([1,2,4]triazolo[4,3-a]pyridin-7-yloxy)-3-methylphenyl)amino)pyrrolo[2,1-f][1,2,4]triazin-4-yl)-8-azabicyclo[3.2.1]octan-8-yl)-4-(dimethylamino)but-2-en-1-one acetate